N-[(1S)-1-[4-(4-chloro-2,3,7,10-tetrazatricyclo[7.4.0.02,6]trideca-1(9),3,5,7-tetraen-10-yl)phenyl]-2,2,2-trifluoro-ethyl]-N-methyl-piperidine-4-carboxamide ClC1=NN2C=3CCCN(C3C=NC2=C1)C1=CC=C(C=C1)[C@@H](C(F)(F)F)N(C(=O)C1CCNCC1)C